2-[[3-(trifluoromethyl)-1-bicyclo[1.1.1]pentanyl]sulfanyl]pyridine ethyl-6-(4-(tert-butoxycarbonyl)piperazin-1-yl)imidazo[1,2-a]pyridine-3-carboxylate C(C)OC(=O)C1=CN=C2N1C=C(C=C2)N2CCN(CC2)C(=O)OC(C)(C)C.FC(C21CC(C2)(C1)SC1=NC=CC=C1)(F)F